C1(CC1)C(=O)NC=1N=C2N(C(=CC=C2)C=2C=C(C=CC2)C2=CC=C(O2)P(=O)(OC2=CC=CC=C2)N[C@@H](CC2=CC=CC=C2)C(=O)OC(C)C)C1 isopropyl ((5-(3-(2-(cyclopropanecarboxamido) imidazo[1,2-a]pyridin-5-yl) phenyl) furan-2-yl) (phenoxy) phosphoryl)-L-phenylalaninate